CC=1C(=C(C=CC1)S)[N+](=O)[O-] 3-methyl-2-nitrobenzenethiol